ClC1=C(C(=C(C=C1OC)OC)Cl)C1=CC2=C(N=C(N=C2)SC)C(=N1)C=1C=NC=CC1 6-(2,6-dichloro-3,5-dimethoxyphenyl)-2-(methylthio)-8-(pyridin-3-yl)pyrido[3,4-d]pyrimidine